C(C)(C)N1N=C(C(=C1C)O)C1=CC(=CC=C1)S(=O)(=O)C(C)C 1-isopropyl-3-(3-(isopropylsulfonyl)phenyl)-5-methyl-pyrazole-4-ol